2-(2-(5,5-dimethyltetrahydrofuran-3-yl)-5-fluorophenyl)-2-(3-((5-(4-methoxy-5,6,7,8-tetrahydro-1,8-naphthyridin-2-yl)pentyl)oxy)azetidin-1-yl)acetic acid CC1(CC(CO1)C1=C(C=C(C=C1)F)C(C(=O)O)N1CC(C1)OCCCCCC1=NC=2NCCCC2C(=C1)OC)C